4-amino-2,6-difluoro-benzoic acid NC1=CC(=C(C(=O)O)C(=C1)F)F